FC1=C(C(=C(C(=C1)F)F)S(=O)(=O)C1=CC=C(C=C1)[N+](=O)[O-])F 1,2,4,5-tetrafluoro-3-((4-nitrophenyl)sulfonyl)benzene